2-(2,6-dioxopiperidin-3-yl)-5-(4-hydroxy-1-((2-phenylthiazol-4-yl)methyl)piperidin-4-yl)isoindoline-1,3-dione O=C1NC(CCC1N1C(C2=CC=C(C=C2C1=O)C1(CCN(CC1)CC=1N=C(SC1)C1=CC=CC=C1)O)=O)=O